N-(1-methyl-3-oxocyclobutyl)-2-oxo-2-((4R,5R)-3,3,7,7-tetrafluoro-4-hydroxy-1-azaspiro[4.4]nonan-1-yl)acetamide CC1(CC(C1)=O)NC(C(N1CC([C@@H]([C@@]12CC(CC2)(F)F)O)(F)F)=O)=O